(5-hydroxy-3-(trifluoromethyl)-1H-pyrazol-1-yl)benzonitrile OC1=CC(=NN1C1=C(C#N)C=CC=C1)C(F)(F)F